2-morpholinoethyl 2-(3-(3,4-difluorophenyl)-5-hydroxy-1H-pyrazol-1-yl)thiazole-4-carboxylate FC=1C=C(C=CC1F)C1=NN(C(=C1)O)C=1SC=C(N1)C(=O)OCCN1CCOCC1